(S)-3-(4-(tert-butyl)phenyl)-1-((2-((1-methoxypropan-2-yl)amino)pyridin-4-yl)methyl)-5,5-dimethylimidazolidine-2,4-dione C(C)(C)(C)C1=CC=C(C=C1)N1C(N(C(C1=O)(C)C)CC1=CC(=NC=C1)N[C@H](COC)C)=O